6-bromo-8-methoxyquinazolin-2(1H)-one BrC=1C=C2C=NC(NC2=C(C1)OC)=O